1-{[rel-(2R,3R)-3-(2-chlorophenyl)-2-(2,4-difluorophenyl)oxiran-2-yl]Methyl}-1H-1,2,4-triazol-5-yl thiocyanate ClC1=C(C=CC=C1)[C@@H]1[C@@](O1)(C1=C(C=C(C=C1)F)F)CN1N=CN=C1SC#N |o1:7,8|